4-(2-chloro-pyridin-4-ylethynyl)-5-methyl-1-(6-methyl-pyridin-3-yl)-1H-imidazole-2-carboxylic acid amide ClC1=NC=CC(=C1)C#CC=1N=C(N(C1C)C=1C=NC(=CC1)C)C(=O)N